NC1=NC=CC2=C1C(=C(S2)C2=C(C=C(C=C2)NC(C(=C)C)=O)C)Br N-(4-(4-amino-3-bromothieno[3,2-c]pyridin-2-yl)-3-methylphenyl)methacrylamide